3-(2,6-dichloro-3,5-dimethoxyphenyl)-1-(1-(4-(dimethylamino)but-2-enoyl)pyrrolidin-3-yl)-7-(isopropylamino)-3,4-dihydropyrimido[4,5-d]pyrimidin-2(1H)-one ClC1=C(C(=C(C=C1OC)OC)Cl)N1C(N(C2=NC(=NC=C2C1)NC(C)C)C1CN(CC1)C(C=CCN(C)C)=O)=O